ClC=1C=C(C=CC1Cl)S 3,4-dichlorothiophenol